2-(4-chlorophenyl)[1,2]benzisoselenazol-3(2H)-one ClC1=CC=C(C=C1)N1[Se]C2=C(C1=O)C=CC=C2